methyl (5s,8s)-1-oxo-2-(propan-2-yl)-2-azaspiro[4.5]decane-8-carboxylate O=C1N(CCC12CCC(CC2)C(=O)OC)C(C)C